P(=O)(O)(O)OCC(CO)O 3-phosphonoglycerol